CC(C(O)(CC([O-])=O)C(CCC(=O)O)=O)[N+](C)(C)C methylsuccinyl-carnitine